azaspiro[4.4]non-1-en-4-one N1=CCC(C12CCCC2)=O